N(=[N+]=[N-])[C@@H]1C([C@@H]2OC(OC[C@H]2OC1OCC1=CC=CC=C1)C1=CC=CC=C1)(F)F (4aR,7S,8aR)-7-azido-6-(benzyloxy)-8,8-difluoro-2-phenylhexahydropyrano[3,2-d][1,3]dioxine